(S)-4-((2-phenoxyethyl)(4-(5,6,7,8-tetrahydro-1,8-naphthyridin-2-yl)butyl)amino)-2-(pyrimidin-4-ylamino)butanoic acid O(C1=CC=CC=C1)CCN(CC[C@@H](C(=O)O)NC1=NC=NC=C1)CCCCC1=NC=2NCCCC2C=C1